Isoxazoleamine O1N=C(C=C1)N